4-hydroxy-4-(trifluoro-methyl)piperidine-1-carboxylate OC1(CCN(CC1)C(=O)[O-])C(F)(F)F